(E)-3-(3-Hydroxy-4-methoxyphenyl)-1-[2-hydroxy-6-methoxy-4-[3,4,5-trihydroxy-6-[(3,4,5-trihydroxy-6-methyloxan-2-yl)oxymethyl]oxan-2-yl]oxyphenyl]prop-2-en-1-one OC=1C=C(C=CC1OC)/C=C/C(=O)C1=C(C=C(C=C1OC)OC1OC(C(C(C1O)O)O)COC1OC(C(C(C1O)O)O)C)O